3-({3-Methoxy-4-[(E)-2-(pyridin-3-yl)vinyl]phenyl}amino)-N-[3-(morpholin-4-yl)propyl]benzamide COC=1C=C(C=CC1\C=C\C=1C=NC=CC1)NC=1C=C(C(=O)NCCCN2CCOCC2)C=CC1